2-{3-[(4-fluorophenoxy)methyl]-1,2,4-oxadiazol-5-yl}-5-[4-(trifluoromethoxy)benzene-1-sulfonyl]pyridin-3-amine FC1=CC=C(OCC2=NOC(=N2)C2=NC=C(C=C2N)S(=O)(=O)C2=CC=C(C=C2)OC(F)(F)F)C=C1